C(C)(C)(C)OC(=O)NC1=CC=CC(=N1)/C=C/C(=O)OC Methyl (E)-3-(6-((tert-butoxycarbonyl)amino)pyridin-2-yl)acrylate